6-[4-(1,1-difluoro-2-hydroxy-2-methylpropoxy)phenyl]-4-{[(3S)-piperidin-3-yl]amino}pyrido[3,2-d]pyrimidine-8-carboxamide FC(C(C)(C)O)(OC1=CC=C(C=C1)C=1C=C(C=2N=CN=C(C2N1)N[C@@H]1CNCCC1)C(=O)N)F